C(C=C)(=O)N1[C@H](CN(CC1)C1=NC(=NC=2CC(CCC12)N1CCCC2=CC=CC=C12)NCCC(N1CCCC1)=O)CC#N 2-((2S)-1-Acryloyl-4-(7-(3,4-dihydroquinolin-1(2H)-yl)-2-((3-oxo-3-(pyrrolidin-1-yl)propyl)amino)-5,6,7,8-tetrahydroquinazolin-4-yl)piperazin-2-yl)acetonitrile